NCC1=C(C=C(C=C1CC)CC)O 2-aminomethyl-3,5-diethylphenol